rac-5-(aminomethyl)-5-(tetrahydro-2H-pyran-4-yl)imidazolidine-2,4-dione hydrochloride Cl.NC[C@@]1(C(NC(N1)=O)=O)C1CCOCC1 |r|